Cl(=O)(=O)O.[F-].[Na+] sodium fluoride chlorate